7-((1R,3R)-3-(2-fluoro-6-methylphenyl)cyclopentyl)-5-((3-(trifluoromethyl)pyridin-2-yl)methyl)pyrido[2,3-b]pyrazin-6(5H)-one FC1=C(C(=CC=C1)C)[C@H]1C[C@@H](CC1)C1=CC=2C(=NC=CN2)N(C1=O)CC1=NC=CC=C1C(F)(F)F